NC1=CC=C(C(=N1)C)CNC(CN1C(C(=NC=C1C1=CC(=CC=C1)CO)NCCC1=CC=CC=C1)=O)=O N-((6-amino-2-methylpyridin-3-yl)methyl)-2-(6-(3-(hydroxymethyl)phenyl)-2-oxo-3-(phenethylamino)pyrazin-1(2H)-yl)acetamide